6-[2-oxo-8-[[2-(2-aminoethyl)-8-fluoro-6,7-dihydro-5H-cyclopenta[f]benzotriazol-6-yl]methyl]-1-oxa-3,8-diazaspiro[4.5]decan-3-yl]-4H-pyrazino[2,3-b][1,4]oxazin-3-one dihydrochloride Cl.Cl.O=C1OC2(CN1C1=NC3=C(OCC(N3)=O)N=C1)CCN(CC2)CC2CC=1C(=CC=3C(=NN(N3)CCN)C1F)C2